BrC=1C=CC(=NC1)N[C@H](C(=O)O)CCN(CCCCC1=NC=2NCCCC2C=C1)CCOCC(F)F (S)-2-((5-bromopyridin-2-yl)amino)-4-((2-(2,2-difluoroethoxy)ethyl)(4-(5,6,7,8-tetrahydro-1,8-naphthyridin-2-yl)butyl)amino)butanoic acid